4,5-dimethylhexanal CC(CCC=O)C(C)C